(2R,5S)-N-(7-chloro-6-(1-(4-hydroxy-3-methyltetrahydrofuran-3-yl)piperidin-4-yl)isoquinolin-3-yl)-5-isopropoxy-tetrahydro-2H-pyran-2-carboxamide ClC1=C(C=C2C=C(N=CC2=C1)NC(=O)[C@@H]1OC[C@H](CC1)OC(C)C)C1CCN(CC1)C1(COCC1O)C